[N-](S(=O)(=O)C(F)(F)F)S(=O)(=O)C(F)(F)F.[Li+] Lithium bis(trifluoromethane)sulfonimide